C1(CC1)C1=NOC(=N1)C1=CC=C(C=C1)[C@H](C)NC1=NC(=NC2=CC(=CC=C12)F)C N-[(1S)-1-[4-(3-cyclopropyl-1,2,4-oxadiazol-5-yl)phenyl]ethyl]-7-fluoro-2-methyl-quinazolin-4-amine